N-(2-(6-(2,6-dichloro-3,5-dimethoxyphenyl)-4,5-dihydro-1H-indazol-3-yl)-5-methylphenyl)acrylamide ClC1=C(C(=C(C=C1OC)OC)Cl)C=1CCC=2C(=NNC2C1)C1=C(C=C(C=C1)C)NC(C=C)=O